5-chloro-2-methyl-N-((1r,4r)-4-((2-oxo-3-(6-(2-oxopyrrolidin-1-yl)pyridin-3-yl)-2,3-dihydro-1H-benzo[d]imidazol-1-yl)methyl)cyclohexyl)nicotinamide holmium-dysprosium [Dy].[Ho].ClC=1C=NC(=C(C(=O)NC2CCC(CC2)CN2C(N(C3=C2C=CC=C3)C=3C=NC(=CC3)N3C(CCC3)=O)=O)C1)C